N-(4-anilinophenyl)-2-hydroxyisobutyramide N(C1=CC=CC=C1)C1=CC=C(C=C1)NC(C(C)(C)O)=O